BrC=1C=2N(C=CN1)C=CC2 1-bromopyrrolo[1,2-a]pyrazine